4-((3-(Hydroxymethyl)cyclohexyl)amino)-N-(4-(4-methylpiperazin-1-yl)phenyl)-2-oxo-1,2-dihydropyridine-3-carboxamide OCC1CC(CCC1)NC1=C(C(NC=C1)=O)C(=O)NC1=CC=C(C=C1)N1CCN(CC1)C